1,2-diamino-3-(4-(1-methyl-4-(trifluoromethyl)-1H-imidazol-2-yl)benzyl)pyrazin-1-ium N[N+]1=C(C(=NC=C1)CC1=CC=C(C=C1)C=1N(C=C(N1)C(F)(F)F)C)N